NC=1C=C(C=CC1B1OC(C(O1)(C)C)(C)C)NC(OCC)=O ETHYL (3-AMINO-4-(4,4,5,5-TETRAMETHYL-1,3,2-DIOXABOROLAN-2-YL)PHENYL)CARBAMATE